CC1=CN=C(N1)C(C=1C=CC(=C(C=O)C1)F)C=1C=CC(=C(C=O)C1)F 5,5'-((5-methyl-1H-imidazol-2-yl)methylene)bis(2-fluorobenzaldehyde)